ClC=1C=C2CCC[C@]3(C2=CC1)CN(C1=C(OC3)C=CC(=C1)C(=O)OC)C[C@H]1[C@@H](CC1)\C=C\CCC (S)-methyl 6'-chloro-5-(((1R,2S)-2-((E)-pent-1-en-1-yl) cyclobutyl)methyl)-3',4,4',5-tetrahydro-2H,2'H-spiro[benzo[b][1,4]oxazepine-3,1'-naphthalene]-7-carboxylate